COC=1C=C2N=C3CCCCC3=C(C2=CC1OC)N[C@H]1CN(CCC1)CCOC 6,7-dimethoxy-N-[(3R)-1-(2-methoxyethyl)piperidin-3-yl]-1,2,3,4-tetrahydroacridin-9-amine